ethyl 4-methyloctanoate (ethyl 4-methyloctanoate) C(C)C(C(=O)O)CC(CCCC)C.CC(CCC(=O)OCC)CCCC